tert-Butyl 4-(o-tolyl)piperazine-1-carboxylate C1(=C(C=CC=C1)N1CCN(CC1)C(=O)OC(C)(C)C)C